ClC=1C(=CC2=C(C[C@](O2)(C2=CC=CC=C2)CNC)C1C=1C(=CC2=C(OCCN2)C1F)C(=O)N)F (S)-7-((S)-5-Chloro-6-fluoro-2-((methylamino)methyl)-2-phenyl-2,3-dihydrobenzofuran-4-yl)-8-fluoro-3,4-dihydro-2H-benzo[b][1,4]oxazine-6-carboxamide